tert-butyl 5-amino-4-(5-(6-amino-3-bromopyridin-2-yl)-1-oxoisoindolin-2-yl)-5-oxopentanoate NC(C(CCC(=O)OC(C)(C)C)N1C(C2=CC=C(C=C2C1)C1=NC(=CC=C1Br)N)=O)=O